CC1(OB(OC1(C)C)C1=CC=C(OC2CCN(CC2)C(=O)[O-])C=C1)C 4-(4-(4,4,5,5-Tetramethyl-1,3,2-dioxaborolan-2-yl)phenoxy)piperidine-1-carboxylate